FC1=C(C=CC2=C1N(C(=N2)C(=O)NC2(CCS(CC2)(=O)=O)C)CC)O 7-fluoro-6-hydroxy-1-ethyl-N-(4-methyl-1,1-dioxidotetrahydro-2H-thiopyran-4-yl)-1H-benzo[d]imidazole-2-carboxamide